6-oxaphosphainide O1PC=CC=[C-]1